ClC=1C=C(CC2=CN=C(S2)NC(=O)C2=NN(C(C=C2)=O)C2COC2)C=CC1 N-(5-(3-chlorobenzyl)thiazol-2-yl)-1-(oxetan-3-yl)-6-oxo-1,6-dihydropyridazine-3-carboxamide